1-(7-fluoro-1-methyl-6-(6-(piperidin-4-yl)-2,6-diazaspiro[3.3]heptan-2-yl)-1H-indazol-3-yl)dihydropyrimidine-2,4(1H,3H)-dione FC=1C(=CC=C2C(=NN(C12)C)N1C(NC(CC1)=O)=O)N1CC2(C1)CN(C2)C2CCNCC2